[Na+].[Na+].OCCC(C(=O)[O-])NCC(=O)[O-] 2-hydroxyethyl-iminodiacetic acid disodium salt